fluoro-2-methyl-N-(5-nitrothiazol-2-yl)benzamide FC=1C(=C(C(=O)NC=2SC(=CN2)[N+](=O)[O-])C=CC1)C